1-(1H-benzimidazol-2-yl)-3-methyl-4-oxo-1,4-dihydropyridine-2-carboxylic acid N1C(=NC2=C1C=CC=C2)N2C(=C(C(C=C2)=O)C)C(=O)O